6-[(1R,3aR,5aR,7S,9aS,11aR)-7-Acetoxy-3a,6,6,9a,11a-pentamethyl-2,3,3a,5,5a,6,7,8,9,9a,11,11a-Dodecahydro-1H-cyclopenta[1,2-a]phenanthrene-1-yl]heptanoic acid methyl ester COC(CCCCC(C)[C@H]1CC[C@@]2([C@@]1(CC=C1[C@]3(CC[C@@H](C([C@@H]3CC=C21)(C)C)OC(C)=O)C)C)C)=O